6,7-Dimethoxy-2-(4-(5-(4-methoxy-2-nitro-5-(pyridin-3-ylmethoxy)phenyl)-2H-tetrazol-2-yl)phenethyl)-1,2,3,4-tetrahydroisoquinoline COC=1C=C2CCN(CC2=CC1OC)CCC1=CC=C(C=C1)N1N=C(N=N1)C1=C(C=C(C(=C1)OCC=1C=NC=CC1)OC)[N+](=O)[O-]